Cl.C[N+]1=CC=C(C=C1)C(=O)[O-] 1-methylpyridinium-4-carboxylate hydrochloride